CC1=NC=CC(=C1)NC=1C=C(C(=CC1)N)N N4-(2-methylpyridin-4-yl)benzene-1,2,4-triamine